C(CCCCCCCC)N(CCN(CC(=O)N1CCN(CC1)C(CN(CCCCCCCCCCCCCC)C(C(=O)[O-])CCCCCCCCCC)=O)CCCCCCCCC)CCCCCCCCC ((2-(4-(N-(2-(dinonylamino)ethyl)-N-nonylglycyl)piperazin-1-yl)-2-oxoethyl)(tetradecyl)amino)dodecanoate